ClC=1C=C2C=C(NC2=CC1OCC=1N=CSC1)CNC(=O)C1(CC1)C(F)F N-({5-chloro-6-[(1,3-thiazol-4-yl)methoxy]-2-indolyl}methyl)1-(difluoromethyl)cyclopropanecarboxamide